(R)-5-{4-[(2R,4S)-4-(3,5-dimethylpyridin-2-ylamino)-2-methylpyrrolidine-1-carbonyl]phenyl}-5-isopropylimidazolidine-2,4-dione CC=1C(=NC=C(C1)C)N[C@H]1C[C@H](N(C1)C(=O)C1=CC=C(C=C1)[C@@]1(C(NC(N1)=O)=O)C(C)C)C